4-oxo-3,4-dihydrophthalic acid O=C1CC(=C(C(=O)O)C=C1)C(=O)O